((R)-2,2-dimethyl-1,3-dioxolan-4-yl)methyl (1-hydroxy-7-methyl-1,3-dihydrobenzo[c][1,2]oxaborole-6-carbonyl)-L-valinate OB1OCC2=C1C(=C(C=C2)C(=O)N[C@@H](C(C)C)C(=O)OC[C@@H]2OC(OC2)(C)C)C